5-(2,3-Difluorophenyl)-N-((tetrahydro-2H-pyran-4-yl)methyl)-1H-indazole-3-carboxamide FC1=C(C=CC=C1F)C=1C=C2C(=NNC2=CC1)C(=O)NCC1CCOCC1